O=C([C@H](O)[C@@H](O)[C@H](O)[C@H](O)CO)[O-].[Ca+2].C1(=CC=C(C=C1)CC1=NOC(=N1)CCC1=CNC2=CC=CC=C12)C1=CC=CC=C1.O=C([C@H](O)[C@@H](O)[C@H](O)[C@H](O)CO)[O-] (S)-1-(3-([1,1'-biphenyl]-4-ylmethyl)-1,2,4-oxadiazol-5-yl)-2-(1H-indol-3-yl)ethane Calcium ketogluconate